[Si](C)(C)(C)CC1=CC=CC=C1 TMStoluene